ClC1=NC(=NC=C1C(F)(F)F)N[C@@H]1CN(CCC1)C(=O)OC(C)(C)C (3S)-tert-Butyl 3-((4-Chloro-5-(trifluoromethyl)pyrimidin-2-yl)amino)piperidine-1-carboxylate